C(C)C(C(=O)O)CCBr ethyl-(4-bromobutyric acid)